(5-(((3s,4s)-1-ethyl-4-fluoropiperidin-3-yl)oxy)-1-oxoisoindolin-2-yl)piperidine-2,6-dione C(C)N1C[C@@H]([C@H](CC1)F)OC=1C=C2CN(C(C2=CC1)=O)N1C(CCCC1=O)=O